C(C)C1(OC2=C(C(C1)=O)C=C(C=C2)C2=NC(=NO2)C2=C(C=C(C=C2)NC(C)=O)OC)CC N-{4-[5-(2,2-diethyl-4-oxo-3,4-dihydro-2H-1-benzopyran-6-yl)-1,2,4-oxadiazol-3-yl]-3-methoxyphenyl}acetamide